{1-[(3,4-dichlorophenyl)methyl]piperidin-4-yl}-3-[6-(4-methylpiperazin-1-yl)-[1,2,4]triazolo[4,3-b]pyridazin-3-yl]propanamide ClC=1C=C(C=CC1Cl)CN1CCC(CC1)C(C(=O)N)CC1=NN=C2N1N=C(C=C2)N2CCN(CC2)C